C(C)(=O)C1C(C2=CC=C(C=C2C(C1C)(C)C)C)(C)C Acetyl-1,1,3,4,4,6-hexamethyltetralin